2-[3-(6-methyl-2-pyridyl)-1H-pyrazol-4-yl]-7-pyrimidin-5-yl-1,5-naphthyridine CC1=CC=CC(=N1)C1=NNC=C1C1=NC2=CC(=CN=C2C=C1)C=1C=NC=NC1